4-((4-cyclopropyl-2-(N-methylmethylsulfonamido)phenyl)amino)-N-methoxy-6-((5-methoxypyridin-2-yl)amino)nicotinamide methyl-3,4-bis(benzyloxy)-5-methoxy-2-methylbenzoate COC(C1=C(C(=C(C(=C1)OC)OCC1=CC=CC=C1)OCC1=CC=CC=C1)C)=O.C1(CC1)C1=CC(=C(C=C1)NC1=CC(=NC=C1C(=O)NOC)NC1=NC=C(C=C1)OC)N(S(=O)(=O)C)C